F[C@H]1[C@]2(CC[C@@H](C[C@@H]1N(C1=CC=C(N=N1)C1=C(C=C(C=C1)N1C=NC=C1)O)C)N2C)C 2-(6-(((1R,2R,3S,5S)-2-fluoro-1,8-dimethyl-8-azabicyclo[3.2.1]octan-3-yl)(methyl)amino)pyridazin-3-yl)-5-(1H-imidazol-1-yl)phenol